4-((2S)-2-ethyl-4-(4-(trifluoromethyl)phenyl)pyrrolidin-1-yl)-N-(4-(ethylsulfonyl)benzyl)benzamide C(C)[C@@H]1N(CC(C1)C1=CC=C(C=C1)C(F)(F)F)C1=CC=C(C(=O)NCC2=CC=C(C=C2)S(=O)(=O)CC)C=C1